Cl.NC=1C=C(C(=NC1)C)NC(=O)C=1C=NN2C1SC(=C2)C=2C(=NC=CC2)O N-(5-amino-2-methylpyridin-3-yl)-2-(2-hydroxypyridin-3-yl)pyrazolo[5,1-b]thiazole-7-carboxamide hydrochloride